(4'-fluorophenyl)-2-quinolinone FC1=CC=C(C=C1)C=1C(NC2=CC=CC=C2C1)=O